2-(bis(3-chloro-4-fluorophenyl)methyl)-5-chloro-4-((4-methoxybenzyl)thio)-1H-imidazole ClC=1C=C(C=CC1F)C(C=1NC(=C(N1)SCC1=CC=C(C=C1)OC)Cl)C1=CC(=C(C=C1)F)Cl